FC1=C(C=C(C=C1)F)[C@H](C(F)F)N[S@](=O)C(C)(C)C (R)-N-((R)-1-(2,5-difluorophenyl)-2,2-difluoroethyl)-2-methylpropane-2-sulfinamide